benzyl [(2,3-dihydro-1H-indol-5-yl)oxy]acetate trifluoroacetate FC(C(=O)O)(F)F.N1CCC2=CC(=CC=C12)OCC(=O)OCC1=CC=CC=C1